2-Bromo-N-(1-(2-hydroxy-2-methylpropyl)-3-(pyridin-2-yl)-1H-pyrazol-4-yl)thiazole-4-carboxamide BrC=1SC=C(N1)C(=O)NC=1C(=NN(C1)CC(C)(C)O)C1=NC=CC=C1